N=1N(N=CC1)[C@H](C)C=1C=C(C=C(C1)O)O (R)-5-(1-(2H-1,2,3-triazol-2-yl)ethyl)benzene-1,3-diol